4-{(S)-2-[2-(thien-2-yl)thiazol-4-yl]-2-(2,2,2-trifluoroethylsulfonamido)-ethyl}phenylaminosulfonic acid S1C(=CC=C1)C=1SC=C(N1)[C@H](CC1=CC=C(C=C1)NS(=O)(=O)O)NS(=O)(=O)CC(F)(F)F